2-chloro-N-(3-chloro-2,4-difluorophenyl)-N-methyl-acetamide ClCC(=O)N(C)C1=C(C(=C(C=C1)F)Cl)F